ClC1=CC(=CC(=N1)OC=1C=NC(=NC1)N1CCN(CC1)C(=O)OC(C)(C)C)C(=O)OC tert-butyl 4-(5-((6-chloro-4-(methoxycarbonyl)pyridin-2-yl)oxy)pyrimidin-2-yl)piperazine-1-carboxylate